O[C@@H]1C[C@H](NC1)C(=O)O trans-4-hydroxy-Proline